4-(4-morpholino-7H-pyrrolo[2,3-d]pyrimidin-6-yl)-N-((1S)-2,2,2-trifluoro-1-(1-(pyrrolidin-3-yl)piperidin-4-yl)ethyl)aniline O1CCN(CC1)C=1C2=C(N=CN1)NC(=C2)C2=CC=C(N[C@H](C(F)(F)F)C1CCN(CC1)C1CNCC1)C=C2